(Z)-2-(hex-4-en-1-yl)-2,5,5-trimethylcyclopentan-1-one C(CC\C=C/C)C1(C(C(CC1)(C)C)=O)C